4-chloro-1-((1-isobutyryl-3-methylpiperidin-4-yl)methyl)-N-(3-methyl-5-(phenylethynyl)pyridin-2-yl)-1H-pyrazole-5-carboxamide hydrofluoride F.ClC=1C=NN(C1C(=O)NC1=NC=C(C=C1C)C#CC1=CC=CC=C1)CC1C(CN(CC1)C(C(C)C)=O)C